N-(4-(trifluoromethyl)phenyl)pyridinecarboxamide FC(C1=CC=C(C=C1)NC(=O)C1=NC=CC=C1)(F)F